diethyl-octadecyl-ammonium C(C)[NH+](CCCCCCCCCCCCCCCCCC)CC